ClC1=C(C=C2C(=NC(NC2=C1SCC(CO)C1=CC=NC=C1)=O)N1C[C@@H](N([C@@H](C1)C)C(=O)OC(C)(C)C)C)C(F)(F)F tert-butyl (2S,6R)-4-(7-chloro-8-((3-hydroxy-2-(pyridin-4-yl)propyl)thio)-2-oxo-6-(trifluoromethyl)-1,2-dihydroquinazolin-4-yl)-2,6-dimethylpiperazine-1-carboxylate